2-((7-bromo-3-(methoxymethyl)-1-oxo-3,4-dihydropyrrolo[1,2-a]pyrazin-2(1H)-yl) methyl)-4-fluorobenzoate BrC=1C=C2N(CC(N(C2=O)CC2=C(C(=O)[O-])C=CC(=C2)F)COC)C1